C(#N)C1=C(N(N=C1C1=C(C(=C(C=C1)CC(=O)NC1=CC(=NO1)C1CC(C1)(C)C)F)F)C(C)C)NC(OC(C)(C)C)=O tert-Butyl N-[4-cyano-5-[4-[2-[[3-(3,3-dimethylcyclobutyl)isoxazol-5-yl]amino]-2-oxoethyl]-2,3-difluorophenyl]-2-isopropyl-pyrazol-3-yl]carbamate